C(C)(C)N1CCNCC1 1-isopropyl-piperazine